(4-(naphthalen-1-yl)phenyl)boric acid C1(=CC=CC2=CC=CC=C12)C1=CC=C(C=C1)OB(O)O